C(C=C)(=O)OCCCC[SiH2]C(F)F acryloxybutyldifluoromethylsilane